NC1=NC(=NN1C(C1=C(C=CC=C1F)F)=O)NC1=CC=C(C=C1)S(=O)(=O)N1CCN(CC1)CC=1C=CC(=NC1)N1C(NC(CC1)=O)=O 1-(5-((4-((4-((5-amino-1-(2,6-difluorobenzoyl)-1H-1,2,4-triazol-3-yl)amino)phenyl)sulfonyl)piperazin-1-yl)methyl)pyridin-2-yl)dihydropyrimidine-2,4(1H,3H)-dione